CC1(CC2C(CC1)O2)C(=O)O methyl-3,4-epoxycyclohexylcarboxylic acid